FC(OC=1C=C(C=NC1OC)C1=CC=2N(C=C1)N=C(C2)NC(NCC(=O)N[C@@H](CO)C)=O)F (R)-2-(3-(5-(5-(difluoromethoxy)-6-methoxypyridin-3-yl)pyrazolo[1,5-A]pyridin-2-yl)ureido)-N-(1-hydroxyprop-2-yl)acetamide